CC1=NC(=CC(=C1)C=1NC2=CC=C(C=C2C1C(C)C)CCN1CCOCC1)C 2-(2,6-Dimethylpyridin-4-yl)-5-[2-(morpholin-4-yl)ethyl]-3-(propan-2-yl)-1H-indol